(R)-N-(1''-(3-(cyclobutyl(hydroxy)methyl)benzoyl)dispiro[cyclopropane-1,1'-cyclohexane-4',3''-indolin]-5''-yl)methanesulfonamide C1(CCC1)[C@H](C=1C=C(C(=O)N2CC3(C4=CC(=CC=C24)NS(=O)(=O)C)CCC2(CC3)CC2)C=CC1)O